ClC1=C(C=C2CCNCC2=C1)NC1=NC=C(C(=N1)C1=CC(=C(S1)N1CCS(CC1)(=O)=O)S(=O)(=O)C)C(F)(F)F 4-(5-(2-((7-chloro-1,2,3,4-tetrahydroisoquinolin-6-yl)amino)-5-(trifluoromethyl)pyrimidin-4-yl)-3-(methylsulfonyl)thiophen-2-yl)thiomorpholine 1,1-dioxide